C(C)(C)(C)C1=CC=C(C=C1)C1=NC(=CC(=C1)C1=CC=CC=C1)C1=CC(=CC(=C1)F)F 2-(4-tert-butylphenyl)-6-(3,5-difluorophenyl)-4-phenylpyridine